1,4-bisCyano-2-methyl-2-butene C(#N)CC(=CCC#N)C